C(#N)C=1C=NN2C1C(=CC(=C2)C=2C=NN(C2)C)C=2C=CC(=NC2)N2CCN(CC2)C(N(C)C)=S 4-(5-(3-cyano-6-(1-methyl-1H-pyrazol-4-yl)pyrazolo[1,5-a]pyridin-4-yl)pyridin-2-yl)-N,N-dimethylpiperazine-1-thiocarboxamide